[Si](C)(C)(C(C)(C)C)OC1C=2N(CC(C1)C(=O)OC)C=NN2 methyl 8-((tert-butyldimethylsilyl)oxy)-5,6,7,8-tetrahydro-[1,2,4]triazolo[4,3-a]pyridine-6-carboxylate